3-[3-(ethylsulfonyl)phenyl]-3-[4-(7H-pyrrolo[2,3-d]pyrimidin-4-yl)-1H-pyrazol-1-yl]propanenitrile C(C)S(=O)(=O)C=1C=C(C=CC1)C(CC#N)N1N=CC(=C1)C=1C2=C(N=CN1)NC=C2